(4aR,10aR)-7-(benzyloxy)-1-propyl-2H,3H,4aH,5H,10aH-benzo[g]quinolin-6-ol hydrogen iodide I.C(C1=CC=CC=C1)OC1=CC=C2C(C[C@H]3CCCN([C@@H]3C2)CCC)=C1O